(S)-2-(6-Chloro-2-(2-(trifluoromethyl)pyridin-4-yl)-1,2,3,4-tetrahydroisoquinolin-8-yl)pyrrolidine-1-carboxylic acid Tert-butyl ester C(C)(C)(C)OC(=O)N1[C@@H](CCC1)C=1C=C(C=C2CCN(CC12)C1=CC(=NC=C1)C(F)(F)F)Cl